(propoxy)nonylphenol acrylate C(C=C)(=O)OC1=C(C=CC=C1)CCCCCCCCCOCCC